C(C)(C)(C)NCC(O)C1=CC=C(C=C1)C 2-(tert-butylamino)-1-(p-tolyl)ethanol